3-amino-N-methyl-4-(3-(trifluoromethyl)benzyloxy)benzamide NC=1C=C(C(=O)NC)C=CC1OCC1=CC(=CC=C1)C(F)(F)F